1-(3-(4-methylpiperazin-1-yl)propyl)-3-(3-(triethoxysilyl)propyl)urea CN1CCN(CC1)CCCNC(=O)NCCC[Si](OCC)(OCC)OCC